ClC=1C=C(C(=O)NC2=C3C(N(C=NC3=CC=C2)CC2=C(C=CC=C2)OC)=O)C=C(C1O)Cl 3,5-dichloro-4-hydroxy-N-(3-(2-methoxybenzyl)-4-oxo-3,4-dihydroquinazolin-5-yl)benzamide